3-(2-chloro-6-fluorophenyl)-6,7-difluoro-4-oxo-3,4-dihydro-phthalazin-1-yl triflate O(S(=O)(=O)C(F)(F)F)C1=NN(C(C2=CC(=C(C=C12)F)F)=O)C1=C(C=CC=C1F)Cl